N-(5-(1,5-naphthyridin-4-yl)-1H-pyrazol-3-yl)-5-((1-methylpiperidin-4-yl)methyl)-5H-pyrrolo[2,3-b]pyrazin-3-amine N1=CC=C(C2=NC=CC=C12)C1=CC(=NN1)NC1=CN=C2C(=N1)N(C=C2)CC2CCN(CC2)C